C(C)(C)(C)OC(=O)NC1=C(C=C(C=C1)C=1SC=CC1)NC(=O)C1=CC=C(C=C1)S(=NC(OC(C)(C)C)=O)(C1=NC=CC=C1)=O tert-butyl N-[[4-[[2-(tert-butoxycarbonylamino)-5-(2-thienyl)phenyl]carbamoyl]phenyl]-oxo-(2-pyridyl)-sulfanylidene]carbamate